NC(COCCC(=O)OC(C)(C)C)COCCC(=O)OC(C)(C)C di-tert-butyl 3,3'-[(2-aminopropane-1,3-diyl)bis(oxy)]dipropanoate